N-[(1S)-1-[(1S)-3,3-difluorocycloheptyl]-2-[4-(3,5-dimethyl-1H-pyrazol-4-yl)anilino]-2-oxo-ethyl]-2-methyl-pyrazole-3-carboxamide FC1(C[C@H](CCCC1)[C@@H](C(=O)NC1=CC=C(C=C1)C=1C(=NNC1C)C)NC(=O)C=1N(N=CC1)C)F